C[C@H]1CN(C[C@H](O1)C)C1=NC(=C2N1C1=CC(=CC=C1N=C2)C=2C=CC(=NC2)OCCCN(C)C)C(C)C 3-((5-(1-((2s,6r)-2,6-dimethylmorpholinyl)-3-isopropylimidazo[1,5-a]quinoxalin-8-yl)pyridin-2-yl)oxy)-N,N-dimethylpropane-1-amine